triflic acid trifluoromethyl ester FC(F)(F)OS(=O)(=O)C(F)(F)F